2,5-diazabicyclo[2.2.1]heptan-7-ol 2HCl Cl.Cl.C12NCC(NC1)C2O